imidazo[4,5-b]Pyridine-6-amine N=1C=NC2=NC=C(CC21)N